[1,2-bis(diphenylphosphino)vinyl]ruthenium dichloride C1(=CC=CC=C1)P(C(=CP(C1=CC=CC=C1)C1=CC=CC=C1)[Ru](Cl)Cl)C1=CC=CC=C1